CamphorSulfonate C12(C(=O)CC(CC1)C2(C)C)CS(=O)(=O)[O-]